meso-tetra(4-pyridyl)porphine C1=CC2=C(C3=NC(=C(C4=CC=C(N4)C(=C5C=CC(=N5)C(=C1N2)C6=CC=NC=C6)C7=CC=NC=C7)C8=CC=NC=C8)C=C3)C9=CC=NC=C9